(1R,3S)-3-(5-((1-(2,4-dimethoxybenzyl)-2,2-dioxido-1,3-dihydrobenzo[c]isothiazol-4-yl)amino)-1H-pyrazol-3-yl)cyclopentyl isopropylcarbamate C(C)(C)NC(O[C@H]1C[C@H](CC1)C1=NNC(=C1)NC1=CC=CC=2N(S(CC21)(=O)=O)CC2=C(C=C(C=C2)OC)OC)=O